C(C=C)(=O)N1[C@H](CN(CC1)C1=NC(=NC=2CC(CCC12)N1CC2=CC=CC=C2C1)OCCN1CCOCC1)CC#N 2-((2S)-1-Acryloyl-4-(7-(isoindolin-2-yl)-2-(2-morpholinoethoxy)-5,6,7,8-tetrahydroquinazolin-4-yl)piperazin-2-yl)acetonitrile